(E)-3-(2-Ethyl-7-fluoro-3-(4-methoxyphenyl)-4-oxo-3,4-dihydroquinazolin-6-yl)-N-hydroxyacrylamide C(C)C1=NC2=CC(=C(C=C2C(N1C1=CC=C(C=C1)OC)=O)/C=C/C(=O)NO)F